(4-(2-cyano-propan-2-yl)-2-fluoro-phenyl)boronic acid C(#N)C(C)(C)C1=CC(=C(C=C1)B(O)O)F